FCC(COC1=CC=C2C(=N1)SC(=N2)\C=C\C#CC2=NC=C(N=C2)NC)O (E)-1-fluoro-3-((2-(4-(5-(methylamino)pyrazin-2-yl)but-1-en-3-yn-1-yl)thiazolo[5,4-b]pyridin-5-yl)oxy)propan-2-ol